C1(=CC(=CC=C1)C[C@@H]1N(CCC[C@@H]1NS(=O)(=O)C)C(=O)OCC1C(C1)(F)F)C1=CC=CC=C1 (2,2-difluorocyclopropyl)methyl cis-2-(biphenyl-3-ylmethyl)-3-((methylsulfonyl)amino)piperidine-1-carboxylate